C(C)(C)(C)OC(=O)N1C[C@@H]([C@@H](C1)C1=CC=C(C=C1)OC)CO.OC1=C(C=CC=C1)C(C#CC1=CC=C(C=C1)F)=O 1-(2-hydroxyphenyl)-3-(4-fluorophenyl)propan-2-yn-1-one (3R,4R)-tert-Butyl-3-(Hydroxymethyl)-4-(4-methoxyphenyl)-pyrrolidine-1-carboxylate